8-isopropyl-N-(3-methoxy-4-(3-methyl-1H-1,2,4-triazol-1-yl)phenyl)-5-(2,2,2-trifluoroethoxy)-[1,2,4]triazolo[1,5-a]pyridin-2-amine C(C)(C)C=1C=2N(C(=CC1)OCC(F)(F)F)N=C(N2)NC2=CC(=C(C=C2)N2N=C(N=C2)C)OC